2-[3-(9-phenanthryl)-5-(3-phenanthryl)-phenyl]-4,6-diphenyl-1,3,5-triazine C1=CC=CC=2C3=CC=CC=C3C(=CC12)C=1C=C(C=C(C1)C=1C=CC=2C=CC3=CC=CC=C3C2C1)C1=NC(=NC(=N1)C1=CC=CC=C1)C1=CC=CC=C1